N[C@@H](CO)C#C (R)-2-aminobut-3-yn-1-ol